((R)-3-Amino-1-(2-((6-amino-9H-purin-9-yl)methyl)-4-fluoro-3-(trifluoromethyl)phenyl)pyrrolidin-3-yl)((R)-3-hydroxypiperidin-1-yl)methanon N[C@]1(CN(CC1)C1=C(C(=C(C=C1)F)C(F)(F)F)CN1C2=NC=NC(=C2N=C1)N)C(=O)N1C[C@@H](CCC1)O